S1C(=NC2=C1C=CC=C2)NC(=O)C=2C=CC=C1CCN(CC21)C2=CC=C(C(=N2)C(=O)O)C=2C=NN(C2C)CC2(CCCCCC2)OCCOC 6-[8-(1,3-benzothiazol-2-ylcarbamoyl)-3,4-dihydroisoquinolin-2(1H)-yl]-3-(1-{[1-(2-methoxyethoxy)cycloheptyl]methyl}-5-methyl-1H-pyrazol-4-yl)pyridine-2-carboxylic acid